ClC=1C=C(C=NC1)NC=1C2=C(N=CN1)C=CC(=N2)N2CC1(CCN1C(C=C)=O)C2 1-[6-[4-[(5-chloro-3-pyridyl)amino]pyrido[3,2-d]pyrimidin-6-yl]-1,6-diazaspiro[3.3]heptan-1-yl]prop-2-en-1-one